4-(chloromethyl)-1,3-dioxolan-2-thione ClCC1OC(OC1)=S